Oxadiazin-trion O1N=NC(C(C1=O)=O)=O